CC1(NC(C2=C1N=C(N=C2)NC2=NC=C(C(=O)O)C(=C2)N[C@H](CO)C2=CC=CC=C2)=O)C (S)-6-((7,7-dimethyl-5-oxo-6,7-dihydro-5H-pyrrolo[3,4-d]pyrimidin-2-yl)amino)-4-((2-hydroxy-1-phenylethyl)amino)nicotinic acid